2-azaspiro[3.4]-octane C1NCC12CCCC2